pyrrolo[2,3-c]pyridazin N1N=CC=C2C1=NC=C2